N2,N6-Dioctadecanyl-2,6-pyridinedicarboxamide C(CCCCCCCCCCCCCCCCC)NC(=O)C1=NC(=CC=C1)C(=O)NCCCCCCCCCCCCCCCCCC